ClC=1C=C(NC=2C=3N(C=CN2)C(=CN3)C=3C(=NN(C3)CC#N)C(F)(F)F)C=CC1C(=O)N1CCC(CC1)(CNC)O 2-[4-[8-[3-chloro-4-[4-hydroxy-4-(methylaminomethyl)piperidine-1-carbonyl]anilino]imidazo[1,2-a]pyrazin-3-yl]-3-(trifluoromethyl)pyrazol-1-yl]acetonitrile